OC=1C=C(C=CC1C)C(=O)NCC=1C=C2CCC(C2=CC1)NC(=O)C1C[C@H]2C([C@H]2C1)(C)C (1R,3s,5S)-N-(5-{[(3-hydroxy-4-methylphenyl)formamido]methyl}-2,3-dihydro-1H-inden-1-yl)-6,6-dimethylbicyclo[3.1.0]hexane-3-carboxamide